3-((2,2-dimethoxyethyl)carbamoyl)benzoic acid methyl ester COC(C1=CC(=CC=C1)C(NCC(OC)OC)=O)=O